6-methyl-5-((phenylmethyl)sulfonamido)nicotinic acid CC1=NC=C(C(=O)O)C=C1NS(=O)(=O)CC1=CC=CC=C1